O=C1NC(CCC1NC(=O)C1=C2CNC(C2=CC=C1)=O)=O 4-((2,6-dioxopiperidin-3-yl)carbamoyl)-1-oxoisoindolin